[Cl-].C(C1CO1)[N+](C(C)C)(C(C)C)C(C)C glycidyl-triisopropylammonium chloride